C(C1=CC=CC=C1)NP(OCC)(=O)CC1=CC=C(C=C1)C=1OC(=NN1)C(F)(F)F ethyl N-benzyl-P-(4-(5-(trifluoromethyl)-1,3,4-oxadiazol-2-yl)benzyl)phosphonamidate